1-[4-[5-[(7S)-7-(3-Oxa-6-azabicyclo[3.1.1]heptan-6-yl)-6,7,8,9-tetrahydro-5H-benzo[7]annulen-3-yl]-1H-pyrazolo[3,4-b]pyridin-3-yl]phenyl]pyridin-2-one C12COCC(N1[C@@H]1CCC3=C(CC1)C=CC(=C3)C=3C=C1C(=NC3)NN=C1C1=CC=C(C=C1)N1C(C=CC=C1)=O)C2